(2-(3-((((2-ethylbutyryl)oxy)methoxy)carbonyl)-2-hydroxyphenyl)-1-propionamidoethyl)boronic acid C(C)C(C(=O)OCOC(=O)C=1C(=C(C=CC1)CC(NC(CC)=O)B(O)O)O)CC